(1S,4R)-4-(2-(((2S,4R)-4-Hydroxy-1-(3-methyl-2-(3-methylisoxazol-5-yl)butanoyl)pyrrolidine-2-carboxamido)methyl)-5-(4-methylthiazol-5-yl)phenoxy)cyclohexane-1-carboxylic acid O[C@@H]1C[C@H](N(C1)C(C(C(C)C)C1=CC(=NO1)C)=O)C(=O)NCC1=C(OC2CCC(CC2)C(=O)O)C=C(C=C1)C1=C(N=CS1)C